(2S)-2-({5-[(1S)-1-[(5-chloro-2-methylpyridin-3-yl)amino]ethyl]thiophen-2-yl}formamido)-3-cyclohexyl-N-(4-fluorophenyl)propanamide ClC=1C=C(C(=NC1)C)N[C@@H](C)C1=CC=C(S1)C(=O)N[C@H](C(=O)NC1=CC=C(C=C1)F)CC1CCCCC1